FC=1C=C2C(=C(NC2=C(C1)F)C1=CC=C(C=C1)F)C[C@@H](C(=O)N[C@@H]1C(NCC1)=O)C (2S)-3-[5,7-difluoro-2-(4-fluorophenyl)-1H-indol-3-yl]-2-methyl-N-[(3S)-2-oxopyrrolidin-3-yl]propionamide